C(C)(=O)C1=CC(=C(C(=C1C#N)NCC1=CC=C(C=C1)OC)F)Cl 6-acetyl-4-chloro-3-fluoro-2-((4-methoxybenzyl)amino)benzonitrile